4-(6-Nitro-2,3-Dihydrobenzo[d]oxazol-2-yl)pyridinecarboxylic acid ethyl ester C(C)OC(=O)C1=NC=CC(=C1)C1OC2=C(N1)C=CC(=C2)[N+](=O)[O-]